3-((dimethylamino)methyl)-1-(ethylsulfonyl)-4-(3-methoxyphenyl)piperidin-4-ol CN(C)CC1CN(CCC1(O)C1=CC(=CC=C1)OC)S(=O)(=O)CC